(2S,5R)-5-(2-chlorophenyl)-1-(4-phenylcyclohexanecarbonyl)pyrrolidine-2-carboxylic acid ClC1=C(C=CC=C1)[C@H]1CC[C@H](N1C(=O)C1CCC(CC1)C1=CC=CC=C1)C(=O)O